FCCNC1CCC1 3-[(2-fluoroethyl)amino]cyclobutane